1-(2-(6-(Difluoromethyl)imidazo[1,2-a]pyrazin-3-yl)pyrimidin-4-yl)-1,4-diazepan-5-one FC(C=1N=CC=2N(C1)C(=CN2)C2=NC=CC(=N2)N2CCNC(CC2)=O)F